NC[C@H](CNS(=O)(=O)C=1C(=C(C(=CC1)N1C[C@H]([C@@H](CC1)N)F)C=1N=NNN1)S(=O)(=O)N)O N1-((R)-3-amino-2-hydroxypropyl)-4-(trans-4-amino-3-fluoropiperidin-1-yl)-3-(2H-tetrazol-5-yl)benzene-1,2-disulfonamide